COC1=CC=C(C=C1)CN(CCOCCOCCOCCNC(OC(C)(C)C)=O)C 1-Tert-butyl N-[2-[2-[2-[2-[(4-methoxyphenyl)methyl-methyl-amino]ethoxy]ethoxy]ethoxy] ethyl]carbamate